ClC1=C(C=C(C=C1)[C@H]1[C@@H](C1)NC(N([C@@H]1CN(CC1)C=1N=NC=CC1)C1CC1)=O)C 3-[(1R,2S)-2-(4-chloro-3-methylphenyl)cyclopropyl]-1-cyclopropyl-1-[(3S)-1-(pyridazin-3-yl)pyrrolidin-3-yl]urea